O=C1OC2=C(N1)C=CC(=C2)C2CCN(CC2)C2CCC(CC2)CNC(OC(C)(C)C)=O tert-butyl ((4-(4-(2-oxo-2,3-dihydrobenzo[d]oxazol-6-yl)piperidin-1-yl)cyclohexyl)methyl)carbamate